C1(CC1)C1=NC=CC(=C1C=1N=CC2=C(N1)C(=CN2)CC2=CC=C(C=C2)C=2N(C=C(N2)C(F)(F)F)C)OC 2-cyclopropyl-4-methoxy-3-pyridyl-7-[[4-[1-methyl-4-(trifluoromethyl)imidazol-2-yl]phenyl]methyl]-5H-pyrrolo[3,2-d]pyrimidine